4-((7-(((2-(4-fluorophenyl)cyclopropyl)amino)methyl)-3,4-dihydroisoquinolin-2(1H)-yl)methyl)-N-hydroxybenzamide TFA Salt OC(=O)C(F)(F)F.FC1=CC=C(C=C1)C1C(C1)NCC1=CC=C2CCN(CC2=C1)CC1=CC=C(C(=O)NO)C=C1